C(C)(C)(C)C1=C(C=C(C(=C1)C(C)(C)C)O)CC 4,6-di-tert-butyl-m-ethylphenol